BrC1=CC(=C(C(=C1)C)NC(CCCC)=O)C Pentanoic acid (4-bromo-2,6-dimethyl-phenyl)-amide